C1(CCCC1)OC1=CC=NC=C1C#N 4-(cyclopentyloxy)nicotinonitrile